4-(2-((3-(methoxymethyl)-1-phenyl-1H-indazol-6-yl)oxy)ethyl)pyridin-2-amine COCC1=NN(C2=CC(=CC=C12)OCCC1=CC(=NC=C1)N)C1=CC=CC=C1